FC=1C=CC(=C(C1)C(C)N)O 1-(5-fluoro-2-hydroxyphenyl)ethylamine